FC(C=1N=C(SC1)C=1C=C2C=CN(C(C2=CC1F)=O)CCC[C@H](C)NC=1C=NNC(C1C(F)(F)F)=O)F (S)-6-(4-(difluoromethyl)thiazol-2-yl)-7-fluoro-2-(4-((6-oxo-5-(trifluoromethyl)-1,6-dihydropyridazin-4-yl)amino)pentyl)isoquinolin-1(2H)-one